F\C(=C/C1CC(C1)C(=O)NC)\S(=O)(=O)C 3-[(E)-2-fluoro-2-methylsulfonyl-vinyl]-N-methyl-cyclobutanecarboxamide